6-phenylhexan-1-amine C1(=CC=CC=C1)CCCCCCN